N-[1-(1-Oxopropyl)-4-piperidinyl]-N'-[4-(trifluoromethoxy)phenyl]urea O=C(CC)N1CCC(CC1)NC(=O)NC1=CC=C(C=C1)OC(F)(F)F